Butyl-((4-hydroxy-3-methylbenzyl)-1H-imidazo[4,5-c]quinolin-4-yl)benzamide C(CCC)C=1C(=C(C(=O)N)C=CC1)C1=NC=2C=CC=CC2C2=C1N=CN2CC2=CC(=C(C=C2)O)C